C1=NC=C2N1C1=C(CNC2)C=CC(=C1)C(=O)N 5,6-dihydro-4H-benzo[f]imidazo[1,5-a][1,4]diazepine-9-carboxamide